dodecenyl-succinic acid monoisononyl ester C(CCCCCC(C)C)OC(C(CC(=O)O)C=CCCCCCCCCCC)=O